BrC1=CC=C(C(=N1)NC1=C(C#N)C=CC(=C1)C(F)F)[N+](=O)[O-] 2-[(6-bromo-3-nitropyridin-2-yl)amino]-4-(difluoromethyl)benzonitrile